hydroxymethylmalonate OCC(C(=O)[O-])C(=O)[O-]